N-(3-fluorophenyl)-6-(1H-imidazol-1-yl)-4-(piperidin-1-yl)picolinamide FC=1C=C(C=CC1)NC(C1=NC(=CC(=C1)N1CCCCC1)N1C=NC=C1)=O